((1R,2S)-1-(((2R,3S,4R,5R)-5-(6-chloro-4-(cyclopentylamino)-1H-pyrazolo[3,4-d]pyrimidin-1-yl)-3,4-dihydroxytetrahydro-furan-2-yl)methoxy)-2-hydroxy-propyl)phosphonic acid ClC1=NC(=C2C(=N1)N(N=C2)[C@H]2[C@@H]([C@@H]([C@H](O2)CO[C@@H]([C@H](C)O)P(O)(O)=O)O)O)NC2CCCC2